1-Methyl-4-[4-(1-methyl-1H-benzoimidazol-2-yl)piperidin-1-yl]-2-oxo-1,2-dihydroquinoline-3-carbonitrile CN1C(C(=C(C2=CC=CC=C12)N1CCC(CC1)C1=NC2=C(N1C)C=CC=C2)C#N)=O